3-benzyl-1-(trans-4-((5-cyanopyridin-2-yl)amino)cyclohexyl)-1-(4-(1H-pyrazol-4-yl)phenyl)urea C(C1=CC=CC=C1)NC(N(C1=CC=C(C=C1)C=1C=NNC1)[C@@H]1CC[C@H](CC1)NC1=NC=C(C=C1)C#N)=O